ClC1=NC=C(C(=N1)NCCF)C(F)(F)F 2-chloro-N-(2-fluoroethyl)-5-(trifluoromethyl)pyrimidin-4-amine